CCC=CCNC(=O)NC=1C=C2C(=CNC2=CC1)C1CCN(C=C1)C(C)(C)C N-(3-penten-5-yl)-N'-(3-(1-(tert-butyl)-1,2,3,4-tetrahydropyridin-4-yl)-1H-indol-5-yl)urea